2-chloro-4-(dibenzo[b,d]furan-4-yl)pyrimidine ClC1=NC=CC(=N1)C1=CC=CC2=C1OC1=C2C=CC=C1